NC1=C(C(=NN1C1CCCC1)Br)C#N 5-amino-3-bromo-1-cyclopentyl-1H-pyrazole-4-carbonitrile